5,5-dimethyl-3-(4-(trifluoromethoxy)phenyl)imidazolidine-2,4-dione CC1(C(N(C(N1)=O)C1=CC=C(C=C1)OC(F)(F)F)=O)C